3-((2S)-3-(4-isopropoxyphenyl-sulfonyl)-1-oxa-8-azaspiro[4.5]dec-3-ylamino)-N-methylbenzenesulfonamide C(C)(C)OC1=CC=C(C=C1)S(=O)(=O)C1(COC2(C1)CCNCC2)NC=2C=C(C=CC2)S(=O)(=O)NC